C1=CC=CC=2C3=CC=CC=C3N(C12)C1=CC=C(C=C1)C=1C=CC=2N(C3=CC=CC=C3C2C1)C1=C(C#N)C=C(C(=C1)N1C2=CC=CC=C2C=2C=C(C=CC12)C1=CC=C(C=C1)N1C2=CC=CC=C2C=2C=CC=CC12)C1=NC(=NC(=N1)C1=CC=CC=C1)C1=CC=CC=C1 2,4-bis(3-(4-(9H-carbazol-9-yl)phenyl)-9H-carbazol-9-yl)-5-(4,6-diphenyl-1,3,5-triazin-2-yl)benzonitrile